C1NCC12CONC2 6-oxa-2,7-diazaspiro[3.4]octane